Cl.FCC1(CNCCC1)O 3-(fluoromethyl)piperidin-3-ol hydrochloride